OCCOC1=C(C2=CC=C(C=C2C=C1)C1=CC=CC=C1)C1=C(C=CC2=CC(=CC=C12)C1=CC=CC=C1)OCCO 2,2'-bis(2-hydroxyethoxy)-6,6'-diphenyl-1,1'-binaphthyl